N-(5-Chloro-1-(2,6-dimethoxyphenyl)-2-(6-ethoxypyridin-2-yl)-1H-imidazo[4,5-b]pyrazin-6-yl)-1-(1-hydroxycyclopropyl)methanesulfonamide ClC=1N=C2C(=NC1NS(=O)(=O)CC1(CC1)O)N(C(=N2)C2=NC(=CC=C2)OCC)C2=C(C=CC=C2OC)OC